2,8-bis(9-phenyl-9H-carbazol-3-yl)dibenzo[b,d]Thiophene C1(=CC=CC=C1)N1C2=CC=CC=C2C=2C=C(C=CC12)C1=CC2=C(SC3=C2C=C(C=C3)C=3C=CC=2N(C4=CC=CC=C4C2C3)C3=CC=CC=C3)C=C1